COC1=CC=C(CN(S(=O)(=O)C2=NN(C=3CNCCC32)C(COC3=NC=CC(=C3)C3=C(C(=CC(=C3)F)C(C)C)CC(=O)OC(C)(C)C)(C)C)CC3=CC=C(C=C3)OC)C=C1 tert-Butyl 2-(2-(2-(2-(3-(N,N-bis(4-methoxybenzyl)sulfamoyl)-4,5,6,7-tetrahydro-1H-pyrazolo[3,4-c]pyridin-1-yl)-2-methylpropoxy)pyridin-4-yl)-4-fluoro-6-isopropyl-phenyl)acetate